FC1(CCN(CC1)C(=O)C=1C=C2N=C(C=NC2=CC1)C=1C=C2C=NN(C2=CC1)C)F (4,4-difluoro-1-piperidinyl)(3-(1-methyl-1H-indazol-5-yl)-6-quinoxalinyl)methanone